methyl 2-(11-cyclobutyl-10-oxo-1,9-diazatricyclo[6.3.1.04,12]dodeca-2,4,6,8(12)-tetraen-2-yl)-7-fluoro-1-methyl-benzimidazole-5-carboxylate C1(CCC1)C1C(NC=2C=CC=C3C=C(N1C32)C3=NC2=C(N3C)C(=CC(=C2)C(=O)OC)F)=O